C(#N)C1=CC(=C(COC2=C(C=CC(=N2)C2=CC=C(CC3=NC4=C(N3CCOC)C=C(C=C4)C(=O)O)C=C2)C)C=C1)F (4-(6-((4-cyano-2-fluorobenzyl)oxy)-5-methylpyridin-2-yl)benzyl)-1-(2-methoxyethyl)-1H-benzo[d]imidazole-6-carboxylic acid